C(C1=CC=CC=C1)NC(CO)CC(CC)(C)C 2-(benzylamino)-4,4-dimethyl-hexan-1-ol